3-(N-(3-cyano-4-methyl-1H-indol-7-yl)sulfamoyl)-N-(4-phenoxyphenethyl)benzamide C(#N)C1=CNC2=C(C=CC(=C12)C)NS(=O)(=O)C=1C=C(C(=O)NCCC2=CC=C(C=C2)OC2=CC=CC=C2)C=CC1